methyl-5-amino-4-chloro-2-methyl-indazole-6-carboxylate COC(=O)C=1C(=C(C2=CN(N=C2C1)C)Cl)N